[Br-].C(CCCCCCCCCCCCCCC)[N+](CC)(CC)CC cetyl-(triethyl)ammonium bromide